cyano-N-(5-(3-cyanophenyl)isoxazol-3-yl)-3-fluoropiperidine-3-carboxamide C(#N)N1CC(CCC1)(C(=O)NC1=NOC(=C1)C1=CC(=CC=C1)C#N)F